ClC1=C(C=CC2=C1C(=NCC=1N2C(=NN1)C)C1=C(C=CC=C1F)F)I 7-Chloro-6-(2,6-difluorophenyl)-8-iodo-1-methyl-4H-[1,2,4]triazolo[4,3-a][1,4]benzodiazepin